3-methyl-1-(2-phenylacetyl-amino)thiourea CNC(NNC(CC1=CC=CC=C1)=O)=S